rac-5-(4-(tert-butyl)phenyl)-2-(2-hydroxy-2-(3-(trifluoromethyl)phenyl)ethyl)octahydro-cyclopenta[c]pyrrol-5-ol C(C)(C)(C)C1=CC=C(C=C1)C1(CC2C(CN(C2)CC(C2=CC(=CC=C2)C(F)(F)F)O)C1)O